(2S)-2-(ethylamino)-3-(p-tolyl)propanoate C(C)N[C@H](C(=O)[O-])CC1=CC=C(C=C1)C